C(C1=CC=CC=C1)N(C(O)=O)CCOC1=C(C=CC=C1)CO.C1(CC1)C1=NN(C=N1)C1CC2(CN(C2)C(=O)N2CC3(C2)CC(C3)OC3=CC(=C(C=C3)F)F)C1 [6-(3-cyclopropyl-1,2,4-triazol-1-yl)-2-azaspiro[3.3]heptan-2-yl]-[6-(3,4-difluorophenoxy)-2-azaspiro[3.3]heptan-2-yl]methanone Benzyl-(2-(2-(hydroxymethyl)phenoxy)ethyl)carbamate